O1COC2=C1C=CC(=C2)C[N+](=CC2=CC(=C(C=C2)O)OCC)[O-] N-(benzo[d][1,3]dioxol-5-ylmethyl)-1-(3-ethoxy-4-hydroxyphenyl)methanimine oxide